2'-chloro-N-(5-(2-cyclopropylethyl)-1,3,4-thiadiazol-2-yl)-5'-methoxy-6-methyl-(4,4'-bipyridine)-3-carboxamide ClC1=NC=C(C(=C1)C1=C(C=NC(=C1)C)C(=O)NC=1SC(=NN1)CCC1CC1)OC